3-(5-hydroxypentyl)picolinic acid tert-butyl ester C(C)(C)(C)OC(C1=NC=CC=C1CCCCCO)=O